Cl.CNC1CCC2=C(C(=CS2)C(F)(F)F)C1 N-methyl-3-(trifluoromethyl)-4,5,6,7-tetrahydrobenzothiophen-5-amine hydrochloride